3-methoxy-1-(3-methoxyphenyl)-2-methylpropan-1-one COCC(C(=O)C1=CC(=CC=C1)OC)C